CC([Si](=[Ti](NC(C)(C)C)C1(C(=C(C(=C1)C)C)C)C)C)C dimethyl-dimethylsilylene(tetramethylcyclopentadienyl)(t-butylamino)titanium